(R)-3-((3-(8-Amino-4-methylpyrimido[5,4-d]pyrimidin-2-yl)phenyl)ethynyl)-3-hydroxy-1-methylpyrrolidin-2-one NC1=NC=NC2=C1N=C(N=C2C)C=2C=C(C=CC2)C#C[C@]2(C(N(CC2)C)=O)O